Iridium (IV) chloride dihydrate O.O.[Ir](Cl)(Cl)(Cl)Cl